NC1(CCN(CC1)C1=CC=C(C=C1)NC1=NC=C(C(=N1)C1=CC(=NS1)N1C[C@H](CC1)N)C1=CN=CO1)C (S)-N-(4-(4-amino-4-methylpiperidin-1-yl)phenyl)-4-(3-(3-aminopyrrolidin-1-yl)isothiazol-5-yl)-5-(oxazol-5-yl)pyrimidin-2-amine